N-(4,6-diphenylpyrimidin-2-yl)propionamide C1(=CC=CC=C1)C1=NC(=NC(=C1)C1=CC=CC=C1)NC(CC)=O